C(C)N1C=NC(=C1C1=CC=C(C=C1)Br)C1=CC=C(C=C1)Br 1-ethyl-4,5-bis(4'-bromophenyl)imidazole